N-{3-[bis(2-hydroxydecyl)amino]propyl}[({N-3-[bis(2-hydroxydecyl)amino]propylcarbamoyl}methyl)-N-methylamino]acetamide OC(CN(CCCNC(CN(C)CC(NCCCN(CC(CCCCCCCC)O)CC(CCCCCCCC)O)=O)=O)CC(CCCCCCCC)O)CCCCCCCC